ClC1=NC=C2C=C(C(N(C2=C1)C1COC1)=O)C1=C(C(=CC(=C1Cl)OC)OC)Cl 7-chloro-3-(2,6-dichloro-3,5-dimethoxyphenyl)-1-(oxetane-3-yl)-1,6-naphthyridin-2(1H)-one